(R)-2-(2-isopropylphenyl)-9-(4-(2-methylpyrrolidine-1-carbonyl)benzyl)-7,9-dihydro-8H-purin-8-one C(C)(C)C1=C(C=CC=C1)C1=NC=C2NC(N(C2=N1)CC1=CC=C(C=C1)C(=O)N1[C@@H](CCC1)C)=O